BrC=1C=C(C(=C(C(=O)NC2=CC(=NC=C2)C(F)(F)F)C1)F)OCCOC 5-bromo-2-fluoro-3-(2-methoxyethoxy)-N-[2-(trifluoromethyl)pyridin-4-yl]benzamide